1'-((7-(ethyl-2,2,2-d3)-6-oxo-5,6-dihydro-1,5-naphthyridin-3-yl)methyl)-N-methyl-1',2',3',6'-tetrahydro-[3,4'-bipyridine]-6-carboxamide C(C([2H])([2H])[2H])C=1C(NC=2C=C(C=NC2C1)CN1CCC(=CC1)C=1C=NC(=CC1)C(=O)NC)=O